4-amino-1-(2,6-dichlorophenyl)-N-(3-((2S,5S)-5-(hydroxymethyl)pyrrolidin-2-yl)phenyl)-6-oxo-1,6-dihydropyrimidine-5-carboxamide NC=1N=CN(C(C1C(=O)NC1=CC(=CC=C1)[C@H]1N[C@@H](CC1)CO)=O)C1=C(C=CC=C1Cl)Cl